C(=O)(O)C1=C(C=CC=C1)N(CC(=O)O)CC(=O)O N-(o-carboxyphenyl)iminodiacetic acid